6-fluoro-1,2-dimethyl-4-carbonyl-1,4-dihydroquinoline-7-carboxylic acid methyl ester COC(=O)C1=C(C=C2C(C=C(N(C2=C1)C)C)=C=O)F